NC1=C(C=C(C=N1)C=1C=C(C=CC1)C(=O)N1C[C@H](N[C@H](C1)C)C)OC(C)C1=C(C=CC=C1Cl)Cl (3-{6-amino-5-[1-(2,6-dichloro-phenyl)-ethoxy]-pyridin-3-yl}-phenyl)-((3r,5s)-3,5-dimethyl-piperazin-1-yl)-methanone